CP(=O)(C)C=1C=CC(=NC1)NCC#CC=1C=C2C(=CC=CN2C1SC(F)(F)F)N[C@H]1[C@H](CN(CC1)C)F 2-(3-{[5-(dimethylphosphoryl)pyridin-2-yl]amino}prop-1-yn-1-yl)-N-[(3S,4R)-3-fluoro-1-methylpiperidin-4-yl]-3-[(trifluoromethyl)sulfanyl]indolizin-8-amine